ClC1=C2C(C=CN(C2=C(C=N1)Cl)C1=C(C=CC=C1Cl)Cl)=O 5,8-dichloro-1-(2,6-dichlorophenyl)-1,4-dihydro-1,6-naphthyridin-4-one